3-(((1S)-1-(2-(3-azabicyclo[3.1.0]hexan-3-yl)-6-fluoro-3-methyl-4-oxo-3,4-dihydroquinazolin-8-yl)ethyl)amino)-6-chloropicolinic acid C12CN(CC2C1)C1=NC2=C(C=C(C=C2C(N1C)=O)F)[C@H](C)NC=1C(=NC(=CC1)Cl)C(=O)O